Cl.COCCOCCOC1=CC=C(C=C1)CN (4-(2-(2-methoxyethoxy)ethoxy)phenyl)methanamine hydrochloride